OCC(CO)(CO)N(CC)CC 2-hydroxymethyl-2-diethylaminopropane-1,3-diol